(1S,3S)-3-((6-(5-((((benzyloxy)carbonyl)amino)methyl)-1-methyl-1H-pyrazol-4-yl)pyridin-3-yl)oxy)cyclohexane-1-carboxylic acid C(C1=CC=CC=C1)OC(=O)NCC1=C(C=NN1C)C1=CC=C(C=N1)O[C@@H]1C[C@H](CCC1)C(=O)O